thioazide fluoride S(N=[N+]=[N-])F